Br[C@@H](C)CCC (S)-2-bromopentane